ethyl-4-(4-chlorophenyl)-2,2-difluorobutan-3-enoate C(C)OC(C(C=CC1=CC=C(C=C1)Cl)(F)F)=O